2-(2-chloro-4-(trifluoromethyl)phenoxy)nicotinic acid ClC1=C(OC2=C(C(=O)O)C=CC=N2)C=CC(=C1)C(F)(F)F